O1C=CC2=C1C(=CC=C2)CNCCC2=C(C=C(C(=C2)OC)Br)OC N-[(benzofuran-7-yl)methyl]-1-(2,5-dimethoxy-4-bromophenyl)-2-aminoethane